CN1CC=2N(C(C1)(C)C)N=C(C2)CC=2NC=C(N2)C(=O)N ({5,7,7-trimethyl-4H,6H-pyrazolo[1,5-a]pyrazin-2-yl}methyl)imidazole-4-carboxamide